ClC=1C=C2C(C(NC2=CC1)=O)=NN=C1SCC(N1C1=CC=C(C=C1)C(C)(C)C)=O 5-chloro-3-(2-(3-(4-tert-butylphenyl)-4-oxothiazolidin-2-ylidene)hydrazono)-1H-indol-2-one